BrC1=CC=C(C=C1)C=1C=C2CN(C(C2=CC1)=O)C1C(NC(CC1)=O)=O 3-[5-(4-bromophenyl)-1-oxo-3H-isoindol-2-yl]piperidine-2,6-dione